NC1=NC(=CC(=C1O)Br)Br 2-amino-4,6-dibromopyridin-3-ol